FC([C@H](C1=CC=C(C=C1)NC=1C(=C2C(=NC1)SC(=N2)C)[C@H](C)OC)N(C(=O)C2CCS(CC2)(=O)=O)C)F N-{(1S)-2,2-difluoro-1-[4-({7-[(1S)-1-methoxyethyl]-2-methyl[1,3]thiazolo[5,4-b]pyridin-6-yl}amino)phenyl]ethyl}-N-methyl-1,1-dioxo-1λ6-thiane-4-carboxamide